5-methyl-2-(2-iodophenyl)-2-cyclohexen-1-one CC1CC=C(C(C1)=O)C1=C(C=CC=C1)I